CN1CCN(CC1)CC1=CC=C(C=C1)O 4-((4-Methylpiperazin-1-yl)methyl)phenol